ClC1=CC(=C(C=C1)C1=NC(=NC2=C1N=C(N(C2=O)C)C)N2C[C@H](N(CC2)C)C=2C=NN(C2)C)F 8-(4-chloro-2-fluorophenyl)-2,3-dimethyl-6-[(3R)-4-methyl-3-(1-methyl-1H-pyrazol-4-yl)piperazin-1-yl]-3H,4H-pyrimido[5,4-d][1,3]diazin-4-one